ClC=1C(=C(C=CC1Cl)O)[C@@H]1CC2=NN=C(N2C1)[C@H]1COCC1 3,4-dichloro-2-((S)-3-((S)-tetrahydrofuran-3-yl)-6,7-dihydro-5H-pyrrolo[2,1-c][1,2,4]triazol-6-yl)phenol